butyl-4-butyl-pentaerythritol C(CCC)C(O)(C(CO)(CO)CO)CCCC